acetyl-bromo-α-D-glucose C(C)(=O)[C@@]1([C@@](O)(O[C@@H]([C@H]([C@@H]1O)O)CO)Br)O